FC=1C(=C(C=C(C1F)O)C1C(OC(C1C)(C(F)(F)F)C)C(=O)O)OC 3-(3,4-difluoro-5-hydroxy-2-methoxyphenyl)-4,5-dimethyl-5-(trifluoromethyl)tetrahydrofuran-2-carboxylic acid